Cl.N[C@H](C(=O)OC)CC(C)(C)C Methyl (S)-2-amino-4,4-dimethylvalerate hydrochloride